NC1=NC(=NC=C1Cl)N1CCN(CC1)C(=O)NCCC1CCN(CC1)CC1=CC=CC=C1 4-(4-amino-5-chloropyrimidin-2-yl)-N-[2-(1-benzylpiperidin-4-yl)ethyl]piperazine-1-carboxamide